COCCCCCCCCCCCCCCCC1=C(C(CCC1)=O)C 3-(15-methoxypentadecyl)-2-methylcyclohex-2-en-1-one